C(C)(C)(C)N1[C@H](CC(C1)(O)C)C 1-(t-butyl)2,4-dimethyl-(2S)-4-hydroxypyrrolidine